benzyl (S)-(1-oxo-3-(phosphonooxy)-1-(4-(4-(trifluoromethyl)phenyl)piperidin-1-yl)propan-2-yl)carbamate O=C([C@H](COP(=O)(O)O)NC(OCC1=CC=CC=C1)=O)N1CCC(CC1)C1=CC=C(C=C1)C(F)(F)F